BrC1=CC=C2C(=NC(=NC2=C1F)Cl)N1C[C@H]2CC[C@@H](C1)N2C(=O)OC(C)(C)C tert-butyl (1R,5S)-3-(7-bromo-2-chloro-8-fluoro-quinazolin-4-yl)-3,8-diazabicyclo[3.2.1]octane-8-carboxylate